3-phenylpropaneamide C1(=CC=CC=C1)CCC(=O)N